COC1=NC(=NC=C1OCCOC)N [4-methoxy-5-(2-methoxyethoxy)pyrimidin-2-yl]amine